(R)-2-((3-fluorooxetan-3-yl)methyl)-4-(5-methylthiazol-2-yl)-N-(1-(2-(trifluoromethyl)pyrimidin-5-yl)ethyl)-2H-indazole-6-carboxamide FC1(COC1)CN1N=C2C=C(C=C(C2=C1)C=1SC(=CN1)C)C(=O)N[C@H](C)C=1C=NC(=NC1)C(F)(F)F